ClC1=CC=C(C=C1)C1=C(C(=NN1C1=C(C=C(C=C1)Cl)Cl)C(C(=O)N1CCCC1)=O)C 1-(5-(4-chlorophenyl)-1-(2,4-dichlorophenyl)-4-methyl-1H-pyrazol-3-yl)-2-(pyrrolidin-1-yl)ethane-1,2-dione